C(#N)C=1C(=NC(=CC1C(F)(F)F)C)N1[C@@H](CCC1)C(=O)N(C1=CC=CC=C1)C (S)-1-(3-cyano-6-methyl-4-(trifluoromethyl)pyridin-2-yl)-N-methyl-N-phenylpyrrolidine-2-carboxamide